4-((8-(2-methylcyclopentyl)-7-oxo-6-(prop-1-en-2-yl)-7,8-dihydropyrido[2,3-d]pyrimidin-2-yl)amino)piperidine-1-carboxylic acid tert-butyl ester C(C)(C)(C)OC(=O)N1CCC(CC1)NC=1N=CC2=C(N1)N(C(C(=C2)C(=C)C)=O)C2C(CCC2)C